1,10-decanediyl dipropiolate C(C#C)(=O)OCCCCCCCCCCOC(C#C)=O